C(OC1=CC=C(C=N1)CN1C2CN(CC1C2)C2=NC=C(C=C2)B2OC(C(O2)(C)C)(C)C)([2H])([2H])[2H] 6-((6-(methoxy-d3)pyridin-3-yl)methyl)-3-(5-(4,4,5,5-tetramethyl-1,3,2-dioxaborolan-2-yl)pyridin-2-yl)-3,6-diazabicyclo[3.1.1]heptane